(S)-3-(3-(1H-pyrazol-1-yl)phenyl)-3-aminopropionic acid ethyl ester C(C)OC(C[C@H](N)C1=CC(=CC=C1)N1N=CC=C1)=O